N1=CC=C(C=C1)N pyridine-4-amine